C(#N)C1=C(C=CC=C1)[C@H]1N(CCC1)C1CC2(C1)CCNCC2 2-[(2S)-2-(2-cyanophenyl)pyrrolidin-1-yl]-7-azaspiro[3.5]nonan